The molecule is the organophosphate oxoanion that is the tetraanion formed from 3-oxohexanoyl-CoA by loss of two protons from the 5'-diphospho linkage and two protons from the 3'-phospho group; major micropspecies at pH 7.3. It is a conjugate base of a 3-oxohexanoyl-CoA. CCCC(=O)CC(=O)SCCNC(=O)CCNC(=O)[C@@H](C(C)(C)COP(=O)([O-])OP(=O)([O-])OC[C@@H]1[C@H]([C@H]([C@@H](O1)N2C=NC3=C(N=CN=C32)N)O)OP(=O)([O-])[O-])O